C(C)C1=C(COC(=O)[C@H]2C([C@@H]2C=CC)(C)C)C(=C(C(=C1F)OC)F)F.CC1(CCC(O1)OCCOC1OC(CC1)(C)CCCC(C)C)CCCC(C)C 1,2-bis((5-methyl-5-(4-methylpentyl)tetrahydrofurane-2-yl)oxy)ethan 2-ethyl-4-methoxy-3,5,6-trifluorobenzyl-(1R)-trans-3-(1-propenyl)-2,2-dimethylcyclopropanecarboxylate